CC1=C(C=C(C=C1O)CCCCCCCC=CCC=CCCC)O 2-methyl-5-(8,11-pentadecdienyl)-1,3-benzenediol